C(CCCCCCCCCCCCCCCCCCCCCCCCCCCCC)Cl triacontyl chloride